C(C)(C)(C)OC(=O)N1CC2(C1)CC(C2)N 2-tert-butoxycarbonyl-2-azaspiro[3.3]heptan-6-amine